CNCCOCC(=O)O (2-METHYLAMINO-ETHOXY)-ACETIC ACID